3,3'-dibromo-4,4'-difluorodiphenyl sulfone C1=CC(=C(C=C1S(=O)(=O)C2=CC(=C(C=C2)F)Br)Br)F